octahydroimidazo[4,5-c]pyridine N1CNC2CNCCC21